OC(C(=O)[O-])S(=O)[O-] hydroxy-2-sulfinatoacetate